C(#N)C1=C(C=CC(=C1)C(F)(F)F)N1CCC(CC1)(C(=O)NCCNC)C=1C=NC(=CC1)C=1N(C=CC1)C 1-[2-cyano-4-(trifluoromethyl)phenyl]-4-[6-(1-methyl-1H-pyrrol-2-yl)pyridin-3-yl]-N-[2-(methylamino)ethyl]piperidine-4-carboxamide